methyl 2-amino-6-cyclopropylbenzoate NC1=C(C(=O)OC)C(=CC=C1)C1CC1